CC=1C(=C2C=NNC2=CC1C)N1CC=2N=C(N=C(C2CC1)N1CC2(CC(N2)=O)CCC1)OCC12CCCN2CCC1 6-(7-(5,6-dimethyl-1H-indazol-4-yl)-2-((hexahydro-1H-pyrrolizin-7a-yl)methoxy)-5,6,7,8-tetrahydropyrido[3,4-d]pyrimidin-4-yl)-1,6-diazaspiro[3.5]nonan-2-one